ClC=1C=C(C=CC1)C#CCN1C(N(C(C=2N(C(=NC12)S(=O)(=O)CC1CC1)C)=O)C)=O 3-(3-(3-chlorophenyl)prop-2-yn-1-yl)-8-((cyclopropylmethyl)sulfonyl)-1,7-dimethyl-3,7-dihydro-1H-purine-2,6-dione